[C@H]1([C@H](C1)C(=O)O[C@H]1[C@@H](CC[C@H](C1)C)C(C)C)C(=O)O[C@H]1[C@@H](CC[C@H](C1)C)C(C)C bis((1R,2S,5R)-2-isopropyl-5-methylcyclohexyl) (1S,2S)-cyclopropane-1,2-dicarboxylate